CC=1C(=NNC1NC(C=CC1=CC=C(C=C1)C)=O)C1=CC=NC=C1 N-(4-methyl-3-(pyridin-4-yl)-1H-pyrazol-5-yl)-3-(p-tolyl)propenamide